8-methyl-8-methoxycarbonyltetracyclo[4.4.0.12,5.17,10]-3-dodecene CC1(C2C3C4C=CC(C3C(C1)C2)C4)C(=O)OC